C(N)(=O)C1=CC(=C2C=NN(C2=C1)C)C1=NC(=NC=C1)NC1=C(C=C(C(=C1)[N+](=O)[O-])F)OC 4-(6-carbamoyl-1-methyl-1H-indazol-4-yl)-2-((4-fluoro-2-methoxy-5-nitrophenyl)amino)pyrimidine